[4-(6H-benzo[c][1]benzothiepin-11-ylidene)-1-piperidyl]-(5-methyl-3-pyridyl)methanone C1=CC=CC2=C1C(C1=C(CS2)C=CC=C1)=C1CCN(CC1)C(=O)C=1C=NC=C(C1)C